1-((4-(4-isopropoxyphenyl)-1H-pyrrol-3-yl)methyl)-N1-methylethane-1,2-diamine C(C)(C)OC1=CC=C(C=C1)C=1C(=CNC1)CC(CN)NC